3-(4-chlorophenyl)-3-{[1-(hydroxymethyl)cyclopropyl]methoxy}-6-(2-hydroxypropan-2-yl)-2,3-dihydro-1H-isoindol-1-on ClC1=CC=C(C=C1)C1(NC(C2=CC(=CC=C12)C(C)(C)O)=O)OCC1(CC1)CO